6-(2-hydroxy-2-methylpropoxy)-4-(6-(6-(tetrahydro-2H-pyran-4-carbonyl)-3,6-diazabicyclo[3.1.1]heptan-3-yl)pyridin-3-yl)pyrazolo[1,5-a]pyridine-3-carbonitrile OC(COC=1C=C(C=2N(C1)N=CC2C#N)C=2C=NC(=CC2)N2CC1N(C(C2)C1)C(=O)C1CCOCC1)(C)C